2-(2,6-Dichlorophenyl)-4-phenylimidazole ClC1=C(C(=CC=C1)Cl)C=1NC=C(N1)C1=CC=CC=C1